2,4,6-trichloropyridine iron calcium magnesium carbon [C].[Mg].[Ca].[Fe].ClC1=NC(=CC(=C1)Cl)Cl